FC=1C(=NC(=NC1C)C=1CC2C(CN(C2)C(=O)OC(C)(C)C)C1)OC([2H])([2H])[2H] tert-butyl 5-(5-fluoro-4-(methoxy-d3)-6-methylpyrimidin-2-yl)-3,3a,4,6a-tetrahydrocyclopenta[c]pyrrole-2(1H)carboxylate